ClC1=C(C=CC(=C1)OC1=CC=CC=2C=C(OC21)CF)C(=O)C2=CNC=1N=CN=C(C12)Cl (2-chloro-4-((2-(Fluoromethyl)benzofuran-7-yl)oxy)phenyl)(4-chloro-7H-pyrrolo[2,3-d]pyrimidin-5-yl)methanone